2-(4-(tert-butyl)phenyl)-3-phenylpropanenitrile C(C)(C)(C)C1=CC=C(C=C1)C(C#N)CC1=CC=CC=C1